N-(4-([1,2,4]triazolo[4,3-c]pyrimidin-7-yloxy)-3-methylphenyl)-6-nitroquinazolin-4-amine N=1N=CN2C=NC(=CC21)OC2=C(C=C(C=C2)NC2=NC=NC1=CC=C(C=C21)[N+](=O)[O-])C